gadolinium cerium praseodymium oxide [O-2].[Pr+3].[Ce+3].[Gd+3]